trans-2-(methylamino)cyclohexanecarboxylic acid hydrobromide salt Br.CN[C@H]1[C@@H](CCCC1)C(=O)O